N-(4-(4-amino-5-(4-((5-aminopyrimidin-2-yl)oxy)-3-methoxyphenyl)-7-methyl-7H-pyrrolo[2,3-d]pyrimidin-6-yl)phenyl)acrylamide NC=1C2=C(N=CN1)N(C(=C2C2=CC(=C(C=C2)OC2=NC=C(C=N2)N)OC)C2=CC=C(C=C2)NC(C=C)=O)C